FC=1C(=CC2=C(C(NC=3CN(C[C@@H](C23)N(C(=O)C2=CC3=C(N=CS3)C=C2)C)C(=O)OC(C)(C)C)=O)C1)F |r| Racemic-tert-butyl 8,9-difluoro-1-(N-methylbenzo[d]thiazole-6-carboxamido)-6-oxo-1,4,5,6-tetrahydrobenzo[c][1,7]naphthyridine-3(2H)-carboxylate